ClC1=NC=C(C(=C1)C1=C(C=NC(=C1)C)C(=O)NC1=NN=C(S1)C(=O)[O-])OC.[Li+] lithium (1+) 5-{2'-chloro-5'-methoxy-6-methyl-[4,4'-bipyridine]-3-amido}-1,3,4-thiadiazole-2-carboxylate